P(=O)([O-])([O-])OC[C@@H]1[C@H]([C@H]([C@@H](O1)N1C=NC=2C(=O)NC(N)=NC12)O)O.[Na+].[Na+] Disodium guanosine 5'-monophosphate